C(#C)C1=C2C=CC=C(C2=CC=C1)N 5-ethynylnaphthalen-1-amine